4-azaspiro[4.5]decane C1CCNC12CCCCC2